Octatrien C=CC=CC=CCC